(2r,4r)-4-methyl-1-[N-[(3-methyl-1,2,3,4-tetrahydro-8-quinolinyl)sulfonyl]-L-arginyl]-2-piperidinecarboxylic acid C[C@H]1C[C@@H](N(CC1)C([C@@H](NS(=O)(=O)C=1C=CC=C2CC(CNC12)C)CCCNC(N)=N)=O)C(=O)O